(2E,4E)-N-[(2S,5S)-1,2,3,4,5,6-hexahydro-5-(hydroxymethyl)-1-methyl-2-(1-methylethyl)-3-oxo-1,4-benzodiazocin-8-yl]-5-[4-(trifluoromethyl)phenyl]-2,4-pentadienamide OC[C@H]1NC([C@@H](N(C2=C(C1)C=C(C=C2)NC(\C=C\C=C\C2=CC=C(C=C2)C(F)(F)F)=O)C)C(C)C)=O